N1C=NC2=C1C=CC(=C2)CNC=2C(=NC=CC2)C2=CC=C(C=C2)F N-(1H-1,3-benzodiazol-5-ylmethyl)-2-(4-fluoro-phenyl)pyridin-3-amine